OC(CN1C(=NC2=C1C=C(C=C2)N2CCC(CC2)N2CCN(CC2)C)NC(=O)C2=CC(=NC(=C2)C)C=2C=NC=CC2OC)(C)C N-(1-(2-hydroxy-2-methylpropyl)-6-(4-(4-methylpiperazin-1-yl)piperidin-1-yl)-1H-benzo[d]imidazol-2-yl)-4'-methoxy-6-methyl-[2,3'-bipyridine]-4-carboxamide